phosphoric acid, butyl ester P(OCCCC)([O-])([O-])=O